C(C)(C)(C)N1CCN(CC1)C1=NC(=CC(=C1)C=1C(=C(C=C(C1)F)C1=CC(=C(C=C1)N1C(N(C=C1)C)=O)Cl)O)OC 1-(3'-(2-(4-(tert-butyl)piperazin-1-yl)-6-methoxypyridin-4-yl)-3-chloro-5'-fluoro-2'-hydroxy-[1,1'-biphenyl]-4-yl)-3-methyl-1H-imidazol-2(3H)-one